OC[C@H]1N(C[C@@H]([C@H]([C@@H]1O)O)O)CC1CCC2(CCC2)CC1 (2R,3R,4R,5S)-2-(hydroxymethyl)-1-(spiro[3.5]non-7-ylmethyl)piperidine-3,4,5-triol